CC1=NC(=NN1C1=CC=CC=C1)C=O (5-methyl-1-phenyl-1H-1,2,4-triazol-3-yl)methanone